N[C@@H](CCO)C(C)C (s)-3-amino-4-methylpentan-1-ol